tert-butyl 2-[4-[4-[2-[[3-chloro-4-[4-(1,1-dimethylpiperidin-1-ium-4-carbonyl)piperazine-1-carbonyl]phenyl]carbamoyl]-3-methyl-imidazol-4-yl]phenyl]-3-methyl-pyrazol-1-yl]acetate ClC=1C=C(C=CC1C(=O)N1CCN(CC1)C(=O)C1CC[N+](CC1)(C)C)NC(=O)C1=NC=C(N1C)C1=CC=C(C=C1)C=1C(=NN(C1)CC(=O)OC(C)(C)C)C